CC1=C(C2=C(CCO[C@]23C[C@@H](NCC3)C)S1)C (2'S,4R)-2,2',3-trimethylspiro[6,7-dihydrothieno[3,2-c]pyran-4,4'-piperidine]